O-propylhydroxylamine hydrochloride Cl.C(CC)ON